C(C)N(CCCCCOCC(=O)O)CCOC1=CC=C(C=C1)OC1=C(C=CC2=CC(=CC=C12)O)C1=CC=C(C=C1)S(=O)(=O)C 2-((5-(ethyl(2-(4-((6-hydroxy-2-(4-(methylsulfonyl)phenyl)naphthalen-1-yl)oxy)Phenoxy)ethyl)amino)pentyl)oxy)acetic acid